5-methoxy-4-(2-methyl-2,8-diazaspiro[4.5]decan-8-yl)-2-(pyridin-4-yl)pyrido[3,4-d]pyrimidine COC1=CN=CC=2N=C(N=C(C21)N2CCC1(CCN(C1)C)CC2)C2=CC=NC=C2